Calcium (2S,4R)-5-(5'-chloro-2'-fluoro-[1,1'-biphenyl]-4-yl)-4-(2-ethoxy-2-oxoacetamido)-2-(hydroxymethyl)-2-methylpentanoat ClC=1C=CC(=C(C1)C1=CC=C(C=C1)C[C@H](C[C@@](C(=O)[O-])(C)CO)NC(C(=O)OCC)=O)F.[Ca+2].ClC=1C=CC(=C(C1)C1=CC=C(C=C1)C[C@H](C[C@](C(=O)[O-])(CO)C)NC(C(OCC)=O)=O)F